ClC=1C=C(C=CC1F)C(C(=O)[O-])CNC 2-(3-chloro-4-fluorophenyl)-3-(methylamino)propanoate